1-(2,6-difluorobenzyl)-3-(6-methoxypyridazin-3-yl)-5-methylthieno[2,3-d]pyrimidine-2,4(1H,3H)-dione FC1=C(CN2C(N(C(C3=C2SC=C3C)=O)C=3N=NC(=CC3)OC)=O)C(=CC=C1)F